(1R,2R,5R)-5-(4-chlorobenzyl)-2-(chloromethyl)-2-methyl-1-(1H-1,2,4-triazol-1-ylmethyl)cyclopentan-1-ol ClC1=CC=C(C[C@H]2CC[C@@]([C@@]2(O)CN2N=CN=C2)(C)CCl)C=C1